FC1=CC=2NC=CC2C=2CN(C(CCCCCCC(C3=CN=C(C=4C(=CC=C(OC12)C4)F)N3)C=3C=C(C=CC3)CCC(=O)O)=O)C 3-[3-(23,29-Difluoro-14-methyl-13-oxo-25-oxa-3,14,20,31-tetrazapentacyclo[24.3.1.12,5.016,24.017,21]hentriaconta-1(30),2,4,16(24),17(21),18,22,26,28-nonaen-6-yl)phenyl]propanoic acid